D-isoascorbate C([C@H]([C@@H]1C(=C(C(=O)O1)O)[O-])O)O.[Na+]